BrC1=NC=CC=C1OCCOC 2-bromo-3-(2-methoxyethoxy)pyridine